(2S)-2-(4-{[4-hydroxy-4-(trifluoromethyl)-4,5-dihydro-1,3-thiazol-2-yl]amino}phenyl)propanoic acid OC1(N=C(SC1)NC1=CC=C(C=C1)[C@@H](C(=O)O)C)C(F)(F)F